CC1=NC(=NC(=C1)C)N1CC2C(C1)CN(C2)C(=O)C2=C(C=CC=C2N2N=CC=N2)F [5-(4,6-dimethyl-pyrimidin-2-yl)hexahydro-pyrrolo[3,4-c]pyrrol-2-yl]-(2-fluoro-6-[1,2,3]triazol-2-yl-phenyl)-methanone